(2R)-2-(6-{5-chloro-2-[(tetrahydro-2H-pyran-4-yl)amino]pyrimidin-4-yl}-1-oxo-2,3-dihydro-1H-isoindol-2-yl)-N-[(S)-1-(3-fluoro-5-methoxyphenyl)-2-hydroxyethyl]propanamide ClC=1C(=NC(=NC1)NC1CCOCC1)C1=CC=C2CN(C(C2=C1)=O)[C@@H](C(=O)N[C@H](CO)C1=CC(=CC(=C1)OC)F)C